5-(3-cyanophenoxy)-1,1,2,2-tetrafluoro-3-oxo-2,3-dihydro-1H-indene-4-carbonitrile C(#N)C=1C=C(OC2=C(C=3C(C(C(C3C=C2)(F)F)(F)F)=O)C#N)C=CC1